2'-([2,2'-bipyrimidin]-4-yl)-6'-fluoro-5'-methoxyspiro[cyclopropane-1,1'-isoindolin]-3'-one N1=C(N=C(C=C1)N1C2(C3=CC(=C(C=C3C1=O)OC)F)CC2)C2=NC=CC=N2